NC1=NC=CC(=N1)C1=C(N=C(S1)C1NCC(OC1)(C)C)C=1C(=C(C=CC1)NS(=O)(=O)C1=C(C=CC(=C1)F)F)F N-{3-[5-(2-aminopyrimidin-4-yl)-2-(6,6-dimethyl-morpholin-3-yl)-thiazol-4-yl]-2-fluorophenyl}-2,5-difluorobenzenesulfonamide